tert-butyl (3s,4r)-3,4-diaminopiperidine-1-carboxylate N[C@H]1CN(CC[C@H]1N)C(=O)OC(C)(C)C